(1E)-2-methylpropylene CC(=C)C